FC1=CC=C(C=C1)C(CCC)=O 1-(4-fluorophenyl)-1-butanone